(6-(2-amino-7H-pyrrolo[2,3-d]pyrimidin-5-yl)-8-fluoroimidazo[1,2-a]pyridin-3-yl)methanol NC=1N=CC2=C(N1)NC=C2C=2C=C(C=1N(C2)C(=CN1)CO)F